2-aminoethaneselenol NCC[SeH]